dimethylaminobenzalacetone CN(C)C(C(C)=O)=CC1=CC=CC=C1